2-(3-cyclopropylpropanamido)butanoic acid C1(CC1)CCC(=O)NC(C(=O)O)CC